N-((1S)-cycloheptyl(7-(((5S)-2-oxo-5-(trifluoromethyl)pyrrolidin-3-yl)methyl)imidazo[1,2-b]pyridazin-2-yl)methyl)-1-ethyl-1H-pyrazole-5-carboxamide C1(CCCCCC1)[C@H](NC(=O)C1=CC=NN1CC)C=1N=C2N(N=CC(=C2)CC2C(N[C@@H](C2)C(F)(F)F)=O)C1